ClC(=C[C@@H]1C([C@@H]1C(=O)O[C@H](C1=CC(=CC=C1)OC1=CC=CC=C1)C#N)(C)C)Cl |&1:9| (RS)-cyano-3-phenoxybenzyl (1RS)-cis,trans-3-(2,2-dichlorovinyl)-2,2-dimethylcyclopropanecarboxylate